BrC1=CC(=CC2=C1NC=N2)N 7-bromo-1H-benzimidazol-5-amine